N1(CCC1)C=1C=C(C=NC1)C=1N=NN(C1)CC1=CC=C2C=C(NC2=C1)CN1CCC(CC1)(C)C 6-((4-(5-(azetidin-1-yl)pyridin-3-yl)-1H-1,2,3-triazol-1-yl)methyl)-2-((4,4-dimethylpiperidin-1-yl)methyl)-1H-indole